C(C1=CC=CC=C1)OC(=O)NCCC(=O)O 3-{[(benzyloxy)carbonyl]amino}propanoic acid